2-(furan-3-yl)-6-methyl-N-(3-[4-(1,3-thiazol-2-yl)phenyl]propyl)thieno[2,3-d]pyrimidin-4-amine O1C=C(C=C1)C=1N=C(C2=C(N1)SC(=C2)C)NCCCC2=CC=C(C=C2)C=2SC=CN2